(1R,3S)-3-[(2S,5R)-3,6-dimethoxy-5-(propan-2-yl)-2,5-dihydropyrazin-2-yl]cyclohexan-1-ol COC=1[C@@H](N=C([C@H](N1)C(C)C)OC)[C@@H]1C[C@@H](CCC1)O